BrC=1C(=CC(=NC1)F)CCO 2-(5-Bromo-2-fluoro-4-pyridyl)ethanol